FC1(CN(C1)C)C=1C=CC(=NC1)CO (5-(3-fluoro-1-methylazetidin-3-yl)pyridin-2-yl)methanol